1,3-diisopropenylnaphthalene C(=C)(C)C1=CC(=CC2=CC=CC=C12)C(=C)C